Benzyl (1S,4aS,8aS)-5,5,8a-trimethyl-2-methylenedecahydronaphthalene-1-carboxylate CC1([C@@H]2CCC([C@@H]([C@]2(CCC1)C)C(=O)OCC1=CC=CC=C1)=C)C